12-(((2R,7aS)-2-fluorotetrahydro-1H-pyrrolizin-7a(5H)-yl)methoxy)-5a,6,7,8,9,10-hexahydro-5H-4-oxa-3,10a,11,13,14-pentaaza-6,9-methanonaphtho[1,8-ab]heptalene-14-carboxylate F[C@@H]1C[C@@]2(CCCN2C1)COC=1N=C2C3=C(OCC4C5CCC(CN24)N5C(=O)[O-])N=CC=C3N1